N1N=CC=2C1=NC=C(C2)CN2CC(C1=CC=C(C=C21)C(=O)NC=2C=NC=C(C2)C(F)(F)F)C 1-((1H-pyrazolo[3,4-b]pyridin-5-yl)methyl)-3-methyl-N-(5-(trifluoromethyl)pyridin-3-yl)indoline-6-carboxamide